6-Iodo-4-(trifluoromethyl)-3,4-dihydroisoquinolin-1(2H)-one IC=1C=C2C(CNC(C2=CC1)=O)C(F)(F)F